COC(C1=C(C=C(C=C1)CNS(=O)(=O)C)S(NC(NC1=NC(=CC(=N1)OC)OC)=O)(=O)=O)=O 2-[(4,6-Dimethoxypyrimidin-2-yl)carbamoyl-sulfamoyl]-4-(methanesulfonamidomethyl)benzoic acid methyl ester